(R)-6-(5-cyano-1H-pyrazolo[3,4-b]pyridin-1-yl)-4-((1-cyanoethyl)amino)-N-methoxy-N-methyl-nicotinamide C(#N)C=1C=C2C(=NC1)N(N=C2)C2=NC=C(C(=O)N(C)OC)C(=C2)N[C@H](C)C#N